OC1=C(C(=O)O)C=CC(=C1)C1=NC=CC=C1 2-hydroxy-4-(pyridin-2-yl)benzoic acid